C(CCCCCCC)[N+](C)(CC)CCCCCCCC N,N-dioctyl-N-ethyl-N-methylammonium